8-isopropyl-5-methoxy-2-(methylthio)pyrido[4,3-d]pyrimidine C(C)(C)C1=CN=C(C2=C1N=C(N=C2)SC)OC